C(C)(=O)N(C1=C(C=CC=C1)CC(=O)O)C1=CC=CC=C1 2-(acetylphenylamino)phenylacetic acid